2,2'-(dithiobis(4-chloro-6-fluoro-3,1-phenylene))bis(isoindol-1-one) ClC1=C(C=C(C(=C1)F)N1C(C2=CC=CC=C2C1)=O)SSC=1C=C(C(=CC1Cl)F)N1C(C2=CC=CC=C2C1)=O